FC=1C(NC=NC1C(C(F)F)(F)F)=O 5-fluoro-6-(1,1,2,2-tetrafluoroethyl)pyrimidin-4(3H)-one